BrC1=CC=C(C(=O)C2=CC=C(C=C2)C2=CC=C(C=C2)OC)C=C1 4-bromo-4'-(4-methoxyphenyl)benzophenone